[(1S)-2,2-difluorocyclopropanyl]-[(1R,5S)-3-[2-[(1-methylpyrazol-4-yl)amino]pyrimidine-4-yl]-3,8-diazabicyclo[3.2.1]octan-8-yl]methanone FC1([C@@H](C1)C(=O)N1[C@H]2CN(C[C@@H]1CC2)C2=NC(=NC=C2)NC=2C=NN(C2)C)F